N-{6-[(2-amino-4-fluorophenyl)amino]-6-oxohexyl}-3-(3-aminophenyl)-1H-pyrazole-5-carboxamide NC1=C(C=CC(=C1)F)NC(CCCCCNC(=O)C1=CC(=NN1)C1=CC(=CC=C1)N)=O